(R)-2-(2-hydroxyethyl)azetidine-1-carboxylic acid tert-butyl ester C(C)(C)(C)OC(=O)N1[C@H](CC1)CCO